N,N-bis(4-methoxybenzyl)-3-(4,4,5,5-tetramethyl-1,3,2-dioxaborolan-2-yl)-4-(trifluoromethyl)aniline COC1=CC=C(CN(C2=CC(=C(C=C2)C(F)(F)F)B2OC(C(O2)(C)C)(C)C)CC2=CC=C(C=C2)OC)C=C1